ClC1=C(C(=O)N2[C@H](CN(CC2)C(=O)OC(C)(C)C)C)C=C(C(=N1)C1=C(C=CC=C1O)F)F tert-butyl (3S)-4-(2-chloro-5-fluoro-6-(2-fluoro-6-hydroxyphenyl) nicotinoyl)-3-methylpiperazine-1-carboxylate